COC1=NC(=NC=C1)NC1CCC(CC1)OC1=C2C=CC=NC2=CC(=N1)N1CCOCC1 4-methoxy-N-((1s,4s)-4-((7-morpholino-1,6-naphthyridin-5-yl)oxy)cyclohexyl)pyrimidin-2-amine